Fluoropropylcarbomethoxytropan FCCCCOC(=O)[C@]12CCC[C@H](CC1)N2C